3-fluoro-8-isopropyl-1,6-naphthyridin FC=1C=NC2=C(C=NC=C2C1)C(C)C